1-(4-((2-amino-5-chloropyridin-3-yl)oxy)-3-fluorophenyl)-3-(4-chloro-3-(trifluoromethyl)phenyl)urea NC1=NC=C(C=C1OC1=C(C=C(C=C1)NC(=O)NC1=CC(=C(C=C1)Cl)C(F)(F)F)F)Cl